N-(3-cyanophenyl)-4-(4,4-difluoroazepan-1-yl)-6-(trifluoromethyl)pyridazine-3-carboxamide C(#N)C=1C=C(C=CC1)NC(=O)C=1N=NC(=CC1N1CCC(CCC1)(F)F)C(F)(F)F